CS(=O)(=O)CCC1=CC=C(C=C1)NC=1N=CC2=C(N1)CNCC2 N-[4-(2-methanesulfonylethyl)phenyl]-5H,6H,7H,8H-pyrido[3,4-d]pyrimidin-2-amine